[NH4+].[NH4+].[NH4+].C(=O)([O-])C=1C=C(C=CC1O)C(=C1C=C(C(C=C1)=O)C(=O)[O-])C1=CC(=C(C=C1)O)C(=O)[O-] 3-[bis(3-carboxy-4-hydroxyphenyl)methylene]-6-oxo-1,4-cyclohexadiene-1-carboxylic acid tri-ammonium salt